(3S,4S)-4-{[(benzyloxy)carbonyl]amino}-1-methylpyrrolidin-3-yl acetate C(C)(=O)O[C@H]1CN(C[C@@H]1NC(=O)OCC1=CC=CC=C1)C